1-(2-(5-Benzyl-1H-imidazol-2-yl)piperidin-1-yl)-2-(methylsulfanyl)propan-1-one sodium hydrogen orthophosphate P(=O)(O)([O-])[O-].[Na+].C(C1=CC=CC=C1)C1=CN=C(N1)C1N(CCCC1)C(C(C)SC)=O.[Na+]